7-[3-[2-Oxo-2-[4-[5-(trifluoromethyl)pyrimidin-2-yl]piperazin-1-yl]ethyl]azetidin-1-yl]-4-(trifluoromethyl)-2,5,6,7-tetrahydrocyclopenta[c]pyridazin-3-one O=C(CC1CN(C1)C1CCC=2C1=NNC(C2C(F)(F)F)=O)N2CCN(CC2)C2=NC=C(C=N2)C(F)(F)F